O1CCC(CC1)C(=O)ON1C(C2=CC=CC=C2C1=O)=O 1,3-dioxoisoindol-2-yl oxane-4-carboxylate